C(C1=CC=CC=C1)C(C(=O)O)(C(=O)O)OC[C@H]1O[C@H]([C@@H]([C@@]1(O)C#C)O)N1C2=NC(=NC(=C2N=C1)N1CC(C1)O)Cl 2-benzyl-2-(((2R,3S,4R,5R)-5-(2-chloro-6-(3-hydroxyazetidin-1-yl)-9H-purin-9-yl)-3-ethynyl-3,4-dihydroxytetrahydrofuran-2-yl)methoxy)malonic acid